ClC=1C=C2C(=C(C1)Cl)NC(C21[C@H]([C@H]([C@H]2CCCN12)C(=O)NC1=CC(=CC(=C1)Cl)Cl)C(=O)N(C)OC)=O (1'R,2'S,7a'R)-5,7-dichloro-N1'-(3,5-dichlorophenyl)-N2'-methoxy-N2'-methyl-2-oxo-1',2',5',6',7',7a'-hexahydrospiro[indoline-3,3'-pyrrolizine]-1',2'-dicarboxamide